FC1=C2C(=NC=C1)CC(C2)(C(=O)OC)C(=O)OC dimethyl 4-fluoro-5,7-dihydrocyclopenta[b]pyridine-6,6-dicarboxylate